CN(CCN(C=1C(=CC(=C(C1)OC)NC1=NC=CC(=N1)C=1C=NN2C1C=CC=C2)N)C)C N1-(2-Dimethylaminoethyl)-5-methoxy-N-methyl-N4-(4-pyrazolo[1,5-a]pyridin-3-ylpyrimidin-2-yl)benzene-1,2,4-triamine